15-Octadecatrienol C=CC=CC=CCCCCCCCCC(CCC)O